2-[[[(2S)-2-(tert-Butoxycarbonylamino)propanoyl]-[(2,4-dimethoxyphenyl)methyl]amino]methyl]benzoic acid C(C)(C)(C)OC(=O)N[C@H](C(=O)N(CC1=C(C=C(C=C1)OC)OC)CC1=C(C(=O)O)C=CC=C1)C